N-(2,2-dimethyl-cyclobutyl)-5-methyl-thiazole-4-carboxamide CC1(C(CC1)NC(=O)C=1N=CSC1C)C